FCC(CN(CCC(C(=O)O)NC(CN1C(CCCC1)=O)=O)CCCCC1=NC=2NCCCC2C=C1)OC 4-[[3-fluoro-2-methoxy-propyl]-[4-(5,6,7,8-tetrahydro-1,8-naphthyridin-2-yl)butyl]amino]-2-[[2-(2-oxo-1-piperidyl)acetyl]amino]butanoic acid